N1(CCC1)C1=NC=CC(=N1)Cl 2-(azetidin-1-yl)-4-chloropyrimidine